(2R,3R,4S,5R,6S)-2-(acetoxymethyl)-6-(methylthio)-4-(4-(3,4,5-trifluorophenyl)-1H-1,2,3-triazol-1-yl)tetrahydro-2H-pyran-3,5-diyldiacetate C(C)(=O)OC[C@@H]1O[C@H]([C@@H]([C@H]([C@H]1CC(=O)[O-])N1N=NC(=C1)C1=CC(=C(C(=C1)F)F)F)CC(=O)[O-])SC